C(C=C)(=O)OCCCCCCCCCCOC(C=C)=O 1,10-Decandiol diacrylate